C(#N)C1=CC(=C(C=C1)NS(=O)(=O)C1=CNC(=C1)C1=CC(=C(C=C1)C)F)F N-(4-cyano-2-fluoro-phenyl)-5-(3-fluoro-4-methyl-phenyl)-1H-pyrrole-3-sulfonamide